(R)-N-(3-(4-(1-hydroxypropyl)-2,6-dimethylphenyl)-1-methyl-2-oxo-1,2-dihydro-1,6-naphthyridin-7-yl)cyclopropanecarboxamide O[C@H](CC)C1=CC(=C(C(=C1)C)C=1C(N(C2=CC(=NC=C2C1)NC(=O)C1CC1)C)=O)C